CN1N=CC(=C1)C=1C=C2C=C(N=CC2=CC1)NC(=O)C1CCN(CC1)C(=O)OC(C)(C)C tert-butyl 4-((6-(1-methyl-1H-pyrazol-4-yl)isoquinolin-3-yl)carbamoyl)piperidine-1-carboxylate